O1C(CCC1)C=1C=C2C(=CC=NC2=CC1)C(=O)[O-] 6-(tetrahydrofuran-2-yl)quinoline-4-carboxylate